BrC(C(=O)C1=CC=C(C=C1)SC1=CC=CC=C1)CC(C)C 2-bromo-4-methyl-1-(4-(phenylthio)phenyl)pentan-1-one